ClC1=CC=NC2=C(C=CC=C12)NC(C1=CC=C(C=C1)OC(C(F)F)(F)F)=O N-(4-chloroquinolin-8-yl)-4-(1,1,2,2-tetrafluoroethoxy)-benzamide